tert-butyl 6-((2-((1-(2-methoxy-2-oxoethyl)-1H-pyrazol-5-yl)methyl)-1-oxo-1,2-dihydrophthalazin-6-yl)sulfonyl)-2,3-dihydro-4H-benzo[b][1,4]oxazine-4-carboxylate COC(CN1N=CC=C1CN1C(C2=CC=C(C=C2C=N1)S(=O)(=O)C1=CC2=C(OCCN2C(=O)OC(C)(C)C)C=C1)=O)=O